BrC1=C(C2=C(C=3C=NN(C3C=C2)C2OCCCC2)CCC1)C1=CC=C(C=C1)N1CCC(CC1)C(OC)OC 7-bromo-6-[4-[4-(dimethoxymethyl)-1-piperidyl]phenyl]-3-tetrahydropyran-2-yl-9,10-dihydro-8H-cyclohepta[e]indazole